CN(C(C1=CC=C(C(=O)NC=2C=NNC2)C=C1)=O)C1CCNCC1 N1-methyl-N1-(piperidin-4-yl)-N4-(1H-pyrazol-4-yl)terephthalamide